4-(4-{2-[2,6-dioxopiperidin-3-yl]-1,3-dioxoisoindol-5-yl}piperazin-1-ylsulfonyl)benzoic acid O=C1NC(CCC1N1C(C2=CC=C(C=C2C1=O)N1CCN(CC1)S(=O)(=O)C1=CC=C(C(=O)O)C=C1)=O)=O